O[C@H]1[C@H](C[C@H](CC1)N(CCCCCCCC(=O)N(CCCCCCCCCC)CCCCCCCCCC)CCCCCCCC(=O)N(CCCCCCCCCC)CCCCCCCCCC)C 8,8'-(((1S,3S,4R)-4-hydroxy-3-meth-ylcyclohexyl)azane-diyl)bis(N,N-didec-yloctanamide)